BrC(C(=O)NC1=CC=C(C=N1)C1=NC(=CC=C1)C)C 2-bromo-N-(6-methyl-[2,3'-bipyridyl]-6'-yl)propanamide